N-[4-(Chlorodifluoro-methoxy)phenyl]-1-(3,4-dihydro-1H-2-benzopyran-8-yl)-6-oxo-1,6-dihydropyridine-3-carboxamide ClC(OC1=CC=C(C=C1)NC(=O)C1=CN(C(C=C1)=O)C1=CC=CC=2CCOCC21)(F)F